2,4-bishydroxymethyl-1,5-pentanediol OCC(CO)CC(CO)CO